para-hydroxyphthalonitrile OC=1C=C(C(C#N)=CC1)C#N